BrC=1C(=C2C(=NC1)NC(=N2)C2=CC=C(C=C2)N2CC(N(CC2)C)=O)NC2CCN(CC2)CC 4-(4-{6-Bromo-7-[(1-ethylpiperidin-4-yl)amino]-3H-imidazo[4,5-b]pyridin-2-yl}phenyl)-1-methylpiperazin-2-one